C(=CCCC)C[SiH](OC)OC 1-pentenylmethyldimethoxysilane